BrC1=C(C=C(C=C1F)Cl)Cl 2-bromo-1,5-dichloro-3-fluorobenzene